COCCN(CCOC1=C(C=O)C=CC=C1)C 2-[2-methoxyethyl(methyl)amino]ethoxylbenzaldehyde